ClC=1C(=CC(=C(C1)B1OC(C(O1)(C)C)(C)C)C)C1CC2(CC(C2)(F)F)C1 2-[5-chloro-4-(2,2-difluorospiro[3.3]heptan-6-yl)-2-methyl-phenyl]-4,4,5,5-tetramethyl-1,3,2-dioxaborolane